4-((3-(1-(1,4-dioxaspiro[4.4]nonan-6-yl)-1H-pyrazol-4-yl)-2-methoxyphenyl)amino)-6-(cyclopropanecarboxamido)pyridazine-3-carboxamide O1CCOC12C(CCC2)N2N=CC(=C2)C=2C(=C(C=CC2)NC2=C(N=NC(=C2)NC(=O)C2CC2)C(=O)N)OC